silver phosphorate P([O-])([O-])([O-])=O.[Ag+].[Ag+].[Ag+]